OC=1C=C(C=C(C1)O)\C=C\C1=CC=C(C=C1)O 3,5,4'-tRihydroxy-trans-Stilben